S1C=C(C=C1)NC(N)=O 3-(thiophen-3-yl)urea